(1R,2R,3aS,8bS)-2,3,3a,8b-tetrahydro-2-hydroxy-1-[(E,3S,4S)-3-hydroxy-4-methyl-1-octen-6-ynyl]-1H-cyclopenta[b]benzofuran-5-butanoic acid O[C@H]1[C@@H]([C@@H]2[C@@H](OC3=C2C=CC=C3CCCC(=O)O)C1)\C=C\[C@H]([C@H](CC#CC)C)O